CN1N=CC(=C1)C=1N=C(C=2N(C1)N=CC2)O[C@H]2C[C@@]1(CCN(C1)C(=O)OC(C)(C)C)CC2 |&1:16| rac-tert-butyl (5S)-7-((6-(1-methyl-1H-pyrazol-4-yl)pyrazolo[1,5-a]pyrazin-4-yl)oxy)-2-azaspiro[4.4]nonane-2-carboxylate